N-(3,4-dihydroxy-9,10-dioxo-9,10-dihydroanthracen-2-yl)morpholine-4-sulfonamide OC=1C(=CC=2C(C3=CC=CC=C3C(C2C1O)=O)=O)NS(=O)(=O)N1CCOCC1